(R)-1-amino-2-methyl-1-(4-(((S)-2-(methyl-d3)pentyl)oxy)phenyl)propan-2-ol N[C@@H](C(C)(O)C)C1=CC=C(C=C1)OC[C@H](CCC)C([2H])([2H])[2H]